C(C)(C)(C)OC(=O)N1CCC(CC1)OCCOCCOCCOCCOCCOCCOCCOS(=O)(=O)C1=CC=C(C=C1)C tert-butyl-4-[2-[2-[2-[2-[2-[2-[2-(p-tolylsulfonyloxy)ethoxy]ethoxy]ethoxy]ethoxy]ethoxy] ethoxy]ethoxy]piperidine-1-carboxylate